NCCCC(=O)O L-gamma-aminobutyric acid